4-((4-(tert-butyl)phenyl)amino)-N,N-dimethylcyclohexane-1-carboxamide C(C)(C)(C)C1=CC=C(C=C1)NC1CCC(CC1)C(=O)N(C)C